FC(=C(C)C)NC(=O)C=1C=NN(C1C(F)(F)F)C1=C2C=CNC(C2=CC=C1)=C=O N-(1-fluoro-2-methylprop-1-en-1-yl)-1-(1-carbonyl-1,2-dihydroisoquinolin-5-yl)-5-(trifluoromethyl)-1H-pyrazole-4-carboxamide